4,4-Difluorocyclohexane-1-carbonitrile FC1(CCC(CC1)C#N)F